(S)-3-(3-(4-hydroxy-1,5-dimethyl-2-oxo-1,2-dihydropyridin-3-yl)ureido)-3-(3-(4-methylbenzyl)phenyl)propanoic acid OC1=C(C(N(C=C1C)C)=O)NC(N[C@@H](CC(=O)O)C1=CC(=CC=C1)CC1=CC=C(C=C1)C)=O